C(#C)C1=CC=C(C=C1)SC(F)(F)F (4-Ethynylphenyl)(trifluoromethyl)sulfane